methyl (1r,4r)-4-(3-chloroanilino)-2'-{3-[(7-hydroxy-6,7-dihydro-5H-cyclopenta[b]pyridin-4-yl)oxy]propyl}-2',3'-dihydrospiro[cyclohexane-1,1'-indene]-4-carboxylate ClC=1C=C(NC2(CCC3(C(CC4=CC=CC=C34)CCCOC3=C4C(=NC=C3)C(CC4)O)CC2)C(=O)OC)C=CC1